1-hexadecyl-2-(9Z,12Z-octadecadienoyl)-glycero-3-phosphoserine CCCCCCCCCCCCCCCCOC[C@H](COP(=O)(O)OC[C@@H](C(=O)O)N)OC(=O)CCCCCCC/C=C\C/C=C\CCCCC